ClC=1C(=CC(=NC1)N1C[C@@H](OCC1)C)N (S)-5-chloro-2-(2-methylmorpholino)pyridin-4-amine